COC1CC2C3CCC(C3=C1C2)C=O 6-Methoxyhexahydro-4,7-methanoindene-1-carbaldehyde